C(COCCC(=O)O)OCCC(=O)O 3'-(ethane-1,2-diylbis(oxy))dipropionic acid